C(C)N(C1=CC2=C(C=C(C(O2)=O)/C=C/C(=O)NC2=CC=C(C=C2)F)C=C1)CC (E)-3-(7-(diethylamino)-2-oxo-2H-benzopyran-3-yl)-N-(4-fluorophenyl)acrylamide